N1(CCN(CCNCC1)CC(=O)[O-])CC(=O)[O-] 1,4,7-triazacyclononane-1,4-diacetate